BrC1=CC(N(C=C1)CCCN1CCCCC1)=O 4-bromo-1-(3-(piperidin-1-yl)propyl)pyridin-2(1H)-one